OCC1=CC=C(C=C1)B(O)O 4-(hydroxymethyl)-phenyl-boronic acid